Methyl (3S)-1-{3-fluoro-4-[7-(4-methoxyphenyl)-5-[(1R)-1-methyl-1,2,3,4-tetrahydroisoquinoline-2-carbonyl]pyrazolo[1,5-a]pyrimidin-2-yl]phenyl}pyrrolidine-3-carboxylate FC=1C=C(C=CC1C1=NN2C(N=C(C=C2C2=CC=C(C=C2)OC)C(=O)N2[C@@H](C3=CC=CC=C3CC2)C)=C1)N1C[C@H](CC1)C(=O)OC